ClC=1C=C2CC(N(C2=CC1)CC(=O)NCC(=O)OCC)=O ethyl {[(5-chloro-2-oxo-2,3-dihydro-1H-indol-1-yl) acetyl]amino}acetate